3-(4-chloropyrimidin-2-yl)-6-methylimidazo[1,2-a]pyrazine ClC1=NC(=NC=C1)C1=CN=C2N1C=C(N=C2)C